N-[3-(Benzylcarbamoyl)-4-chlorophenyl]-1-methyl-3-(pentafluoroethyl)-4-(trifluoromethyl)-1H-pyrazol-5-carboxamid C(C1=CC=CC=C1)NC(=O)C=1C=C(C=CC1Cl)NC(=O)C1=C(C(=NN1C)C(C(F)(F)F)(F)F)C(F)(F)F